(S)-N-(3-chloro-8-cyano-5,6,7,8-tetrahydroisoquinolin-8-yl)-2-methylpropane-2-sulfinamide ClC=1N=CC=2C(CCCC2C1)(C#N)N[S@@](=O)C(C)(C)C